BrC1=C(C=CC=C1)SC1=C(C=C(C=C1)C)C 1-[(2-Bromophenyl)thio]-2,4-dimethylbenzene